tert-butyl 4-[3-[[(1R)-1-(3-bromophenyl)ethyl]carbamoyl]-4-methyl-phenyl]piperazine-1-carboxylate BrC=1C=C(C=CC1)[C@@H](C)NC(=O)C=1C=C(C=CC1C)N1CCN(CC1)C(=O)OC(C)(C)C